((3-(piperidin-4-yloxy)-3-oxopropyl)amino)-7-trifluoromethoxy-benzo[e][1,2,4]triazine-1,4-dioxide hydrobromide Br.N1CCC(CC1)OC(CCNC=1N=[N+](C2=C([N+]1[O-])C=CC(=C2)OC(F)(F)F)[O-])=O